[(3R-5S)-2-acetoxy-5-[(1S)-1-acetoxypropyl]tetrahydrofuran-3-yl] acetate C(C)(=O)O[C@H]1C(O[C@@H](C1)[C@H](CC)OC(C)=O)OC(C)=O